1,3-dimethylpyrazole-4-boronic acid pinacol ester CN1N=C(C(=C1)B1OC(C)(C)C(C)(C)O1)C